2,2,2-Trifluoro-N-[2-(1-trityl-1H-imidazol-4-yl)ethyl]acetamide FC(C(=O)NCCC=1N=CN(C1)C(C1=CC=CC=C1)(C1=CC=CC=C1)C1=CC=CC=C1)(F)F